ClC=1C=CC=2N(C1NC(=O)NC1=CC=C(C=C1)C#N)C=NC2 1-(6-chloroimidazo[1,5-a]pyridin-5-yl)-3-(4-cyanophenyl)urea